4-((1R,3S)-3-hydroxy-3-methylcyclohexylamino)-2-(tetrahydro-2H-pyran-4-ylamino)pyrimidine-5-carboxamide O[C@@]1(C[C@@H](CCC1)NC1=NC(=NC=C1C(=O)N)NC1CCOCC1)C